FC=1C=C2C(=CC=NC2=CC1)C1CCC(CC1)C[C@@H](C)C1=NC2=C(N1)C(=C(C(=C2)F)F)F 6-fluoro-4-((1S,4s)-4-((R)-2-(5,6,7-trifluoro-1H-benzo[d]imidazol-2-yl)propyl)cyclohexyl)quinoline